tert-butyl 2-(4-hydroxy-1-((1-(3-hydroxy-4-nitrophenyl)piperidin-4-yl)methyl)piperidin-4-yl)acetate OC1(CCN(CC1)CC1CCN(CC1)C1=CC(=C(C=C1)[N+](=O)[O-])O)CC(=O)OC(C)(C)C